FC1=C(\C=C/2\OC3=C(C2=O)C(=CC(=C3C=3CCN(CC3)C)OC)OC)C=CC=C1 (E)-2-(2-fluorobenzylidene)-4,6-dimethoxy-7-(1-methyl-1,2,3,6-tetrahydropyridin-4-yl)benzofuran-3(2H)-one